[Si](C)(C)(C(C)(C)C)OCCN1C=CC=2C=NC=C(C21)[N+](=O)[O-] 1-(2-((tert-butyldimethylsilyl)oxy)ethyl)-7-nitro-1H-pyrrolo[3,2-c]pyridine